OC1=C(C(=O)[O-])C=CC(=C1)C 2-hydroxy-4-methylbenzoate